C(C)(C)(C)OC(=O)N1CC(C1)(O)C1=C(C=CC(=C1)OC)OCC1=CC=CC=C1 tert-Butyl-3-(2-(benzyloxy)-5-methoxyphenyl)-3-hydroxyazetidine-1-carboxylate